CC1(C(N(C(N1)=O)C1=CC=C(C=C1)S(=O)(=O)C(F)(F)F)=O)C 5,5-dimethyl-3-(4-((trifluoromethyl)sulfonyl)phenyl)imidazolidine-2,4-dione